1,1,1-tris(chloromethyl)ethane palladium [Pd].ClCC(C)(CCl)CCl